NCC=1C=C(C2=C(CCO2)C1)C1=CC=C(C=C1)OC(F)(F)F 5-(aminomethyl)-7-(4-(trifluoromethoxy)phenyl)-2,3-dihydrobenzofuran